FC(OC1=CC=C(C=C1)N1N=C(C(C1=O)C(=O)NC1=CC(=CC=C1)C(C)(C(C)C)F)C)F 1-(4-(difluoromethoxy)phenyl)-N-(3-(2-fluoro-3-methylbut-2-yl)phenyl)-3-methyl-5-oxo-4,5-dihydro-1H-pyrazole-4-carboxamide